2-(p-tolyloxy)acetamide C1(=CC=C(C=C1)OCC(=O)N)C